C(C)(C)(C)C=1C=C(C=C(C1)C1=NC(=NC(=N1)C1=CC=CC=C1)C1=CC=CC=C1)C1=CC(=CC(=C1)C(C)(C)C)C1=CC(=CC(=C1)C(C)(C)C)C(C)(C)C 2-(3,3'',5',5''-tetra-tert-butyl-1,1':3',1''-terphenyl-5-yl)-4,6-diphenyl-1,3,5-triazine